oxazepanone C1CCONC(=O)C1